COC1=CC=C(C=N1)CNOC N-((6-methoxypyridin-3-yl)methyl)-O-methylhydroxylamine